N-(5-cyanopentyl)-1-methyl-4-(1-methyl-4-nitro-1H-pyrrole-2-carboxamido)-1H-pyrrole-2-carboxamide C(#N)CCCCCNC(=O)C=1N(C=C(C1)NC(=O)C=1N(C=C(C1)[N+](=O)[O-])C)C